(2R)-1-(5-((3-fluorophenyl)ethynyl)-2,3-dihydro-1H-inden-1-yl)-piperidine-2-carboxylic acid methyl ester COC(=O)[C@@H]1N(CCCC1)C1CCC2=CC(=CC=C12)C#CC1=CC(=CC=C1)F